C(CCC)(=O)OCCCCCCCC\C=C\C=C (E)-9,11-Dodecadienyl butyrate